P(=O)(O)(O)O.C(C)(C)(C)C1=C(C(=CC=C1)C(C)(C)C)[Na] 2,6-di-t-butylphenyl-sodium phosphate